C(C)(=O)O[C@@H]1[C@@H]([C@@H](O[C@@H]([C@H]1OC(C)=O)COC(C)=O)N=[N+]=[N-])OS(=O)(=O)C(F)(F)F 3,4,6-tri-O-acetyl-2-O-trifluoromethanesulfonyl-beta-D-mannopyranosyl azide